tert-butyl (4-(4-(2,6-bis(benzyloxy)pyridin-3-yl)phenoxy)butyl)carbamate C(C1=CC=CC=C1)OC1=NC(=CC=C1C1=CC=C(OCCCCNC(OC(C)(C)C)=O)C=C1)OCC1=CC=CC=C1